(3-methoxybenzyl)-2-(7-methoxynaphthalen-1-yl)ethan-1-amine COC=1C=C(CC(CC2=CC=CC3=CC=C(C=C23)OC)N)C=CC1